BrC=1C=C(C(=C(C1)OC(C1=CN=CC=C1)=O)OC(C(C)C)=O)C=NC(C(=O)OC)C(C)C.FC1=C(OC2=C(C=C(C=C2)C(C(F)(F)F)(C(F)(F)F)C2=CC(=C(C=C2)OC2=C(C(=C(C(=C2F)F)C=C)F)F)N)N)C(=C(C(=C1F)C=C)F)F bis[4-(2,3,5,6-tetrafluoro-4-vinylphenoxy)-3-aminophenyl]hexafluoropropane 5-bromo-2-(isobutyryl-oxy)-3-((1-methoxy-3-methyl-1-oxobutan-2-ylimino)methyl)phenyl-nicotinate